FC=1C=C(C=CC1)C=1C=C(C=NC1OC1=CC=C(C=C1)C(F)(F)F)C(=O)NCC1(CC1)O 5-(3-fluorophenyl)-N-[(1-hydroxycyclopropyl)methyl]-6-[4-(trifluoromethyl)phenoxy]pyridine-3-carboxamide